NC=1C=C(C(=NC1)C(=O)N1CC(C1)O[Si](C)(C)C(C)(C)C)Cl (5-amino-3-chloropyridin-2-yl)(3-((tert-butyldimethylsilyl)oxy)azetidin-1-yl)methanone